ClC1=NC(=C2N=CN(C2=N1)[C@@H]1O[C@@H]([C@H]([C@H]1O)O)CO)N1CC(C1)(C1=CC=CC=C1)C1=CC=CC=C1 (2r,3r,4s,5r)-2-[2-chloro-6-(3,3-diphenylazetidin-1-yl)purin-9-yl]-5-(hydroxymethyl)tetrahydrofuran-3,4-diol